3-(2-cyano-4-pyridyl)-5-(4-pyridyl)-1,2,4-triazole C(#N)C1=NC=CC(=C1)C1=NNC(=N1)C1=CC=NC=C1